7-bromo-4-chloro-6-(trifluoromethoxy)quinoline BrC1=C(C=C2C(=CC=NC2=C1)Cl)OC(F)(F)F